9-(3-morpholinopropyl)-1-(trifluoromethyl)-9H-pyrido[3,4-b]indol-7-ol O1CCN(CC1)CCCN1C2=C(C3=CC=C(C=C13)O)C=CN=C2C(F)(F)F